4-(5-phenyl-1,3,4-oxadiazol-2-yl)-N-propyl-N-(pyrrolidin-3-yl)thiophene-2-carboxamide C1(=CC=CC=C1)C1=NN=C(O1)C=1C=C(SC1)C(=O)N(C1CNCC1)CCC